7-amino-4-(2,2,2-trifluoro-1-phenylethyl)-2H-1,4-benzoxazin-3-one NC1=CC2=C(N(C(CO2)=O)C(C(F)(F)F)C2=CC=CC=C2)C=C1